(1-((2R,3S,5R)-5-(2-chloro-4-(cyclopentylamino)pyrrolo[2,1-f][1,2,4]triazin-7-yl)-3-hydroxytetrahydro-2H-pyran-2-ylmethoxy)-2-hydroxyethyl)phosphonic acid ClC1=NN2C(C(=N1)NC1CCCC1)=CC=C2[C@H]2C[C@@H]([C@H](OC2)COC(CO)P(O)(O)=O)O